6-(diethylamino)triazine tert-butyl-(S)-2-((((9H-fluoren-9-yl)methoxy)carbonyl)amino)-3-(5-cyanopyridin-2-yl)propanoate C(C)(C)(C)OC([C@H](CC1=NC=C(C=C1)C#N)NC(=O)OCC1C2=CC=CC=C2C=2C=CC=CC12)=O.C(C)N(C1=CC=NN=N1)CC